1-allyl-2,3-dimethylimidazolium C(C=C)N1C(=[N+](C=C1)C)C